3-(3-(2-((2-((3-(2-carboxy-2-(pyrrolidin-3-yl)ethyl)benzyl)oxy)ethyl)(3-(2-carboxy-2-(pyrrolidin-3-yl)ethyl)phenethyl)amino)-2-oxoethyl)phenyl)-2-(pyrrolidin-3-yl)propanoic acid C(=O)(O)C(CC=1C=C(COCCN(C(CC=2C=C(C=CC2)CC(C(=O)O)C2CNCC2)=O)CCC2=CC(=CC=C2)CC(C2CNCC2)C(=O)O)C=CC1)C1CNCC1